2-(4-fluorophenyl)-4-(3-pyridylmethyl)-thieno[2,3-d]pyridazine-7-carboxamide FC1=CC=C(C=C1)C1=CC=2C(=C(N=NC2CC=2C=NC=CC2)C(=O)N)S1